Methyl (R)-4-(1-((tert-butoxycarbonyl)amino)-2-((2-nitrophenyl)sulfonamido)ethyl)benzoate C(C)(C)(C)OC(=O)N[C@@H](CNS(=O)(=O)C1=C(C=CC=C1)[N+](=O)[O-])C1=CC=C(C(=O)OC)C=C1